4-(2-(2-ethoxyethoxy)ethoxy)-2-methylene-4-oxobutanoic acid C(C)OCCOCCOC(CC(C(=O)O)=C)=O